O1CCOC12CC=C(CC2)C2=NC(=NC=C2)N2[C@H]1CN(C[C@@H]2CC1)C1=C(N=NC(=C1)C1=C(C=CC=C1)OCOC)N 4-((1R,5S)-8-(4-(1,4-dioxaspiro[4.5]dec-7-en-8-yl)pyrimidin-2-yl)-3,8-diazabicyclo[3.2.1]octan-3-yl)-6-(2-(methoxymethoxy)phenyl)pyridazin-3-amine